2-(4-(4-(aminomethyl)-8-cyclopropyl-1-oxo-1,2-dihydrophthalazin-6-yl)-1-methyl-1H-pyrazol-5-yl)-4-chloro-3-fluoro-6-(pyrrolidin-1-yl)benzonitrile NCC1=NNC(C2=C(C=C(C=C12)C=1C=NN(C1C1=C(C#N)C(=CC(=C1F)Cl)N1CCCC1)C)C1CC1)=O